Methylethylketon CC(=O)CC